2-(4-cyclopropyl-6-methoxypyrimidin-5-yl)-6-(1-methylpyrazol-4-yl)pyrido[2,3-d]pyrimidin-7-one C1(CC1)C1=NC=NC(=C1C=1N=CC=2C(N1)=NC(C(C2)C=2C=NN(C2)C)=O)OC